COC1=CC=C(C=C1)CN(C1=NC=C(C=C1CNCCO)F)CC1=CC=C(C=C1)OC 2-{[(2-{bis[(4-methoxyphenyl)methyl]amino}-5-fluoropyridin-3-yl)methyl]amino}ethan-1-ol